N1(C=NC=C1)CC1=CC=C(C=C1)CC(=O)[O-] 4-(1H-imidazolylmethyl)-phenylacetate